O1COC2=C1C=CC(=C2)N2C(=C(C=C2C)C2=NC=1C(=NC=C(C1N[C@@H]1CN(CC1)S(=O)(=O)CC)Br)N2)C (S)-2-(1-(benzo[d][1,3]dioxol-5-yl)-2,5-dimethyl-1H-pyrrol-3-yl)-6-bromo-N-(1-(ethylsulfonyl)pyrrolidin-3-yl)-3H-imidazo[4,5-b]pyridin-7-amine